C(C)OC(=O)C1=NN2C(C(=NC(=C2Br)C)O)=C1 7-bromo-4-hydroxy-6-methyl-pyrazolo[1,5-a]pyrazine-2-carboxylic acid ethyl ester